O=C1C(CCCCCCCCCC1)C(C(=O)O)=CC1=CC=CC=C1.C(C)C=1SC(=C(N1)C1=CC=CC=C1)OC1=CC(=NC=C1)NC1=CC=C(C=N1)C(=O)N1CCN(CC1)C (6-((4-((2-ethyl-4-phenylthiazol-5-yl)oxy)pyridin-2-yl)amino)pyridin-3-yl)(4-methylpiperazin-1-yl)methanone oxocyclododecan-2-yl-cinnamate